ClC=1C=C(C=CC1F)NC(=O)C1=C2CC[C@@H](C2=C(C=C1)F)NC([O-])=O (S)-(4-((3-chloro-4-fluorophenyl)carbamoyl)-7-fluoro-2,3-dihydro-1H-inden-1-yl)carbamate